7-methyl-1,4-diazepan-5-one CC1CC(NCCN1)=O